O1[C@@H](CCC1)CC(CCC=C)S(=O)(=O)N ((S)-TETRAHYDROFURAN-2-YL)HEX-5-ENE-2-SULFONAMIDE